C(C)(C)(C)OC(=O)N[C@@H]1CN(C[C@@H]([C@@]1(C)O)C)C(=O)OCC1=CC=CC=C1 benzyl (3R,4R,5S)-3-[(tert-butoxycarbonyl) amino]-4-hydroxy-4,5-dimethylpiperidine-1-carboxylate